N'-(tert-butyldimethylsilyl)-4-(((1-ethyl-1H-pyrazolo[3,4-b]pyridine-4-yl)amino)methyl)-N-(4-methoxybenzyl)piperidine-1-sulfonimidamide [Si](C)(C)(C(C)(C)C)N=S(=O)(NCC1=CC=C(C=C1)OC)N1CCC(CC1)CNC1=C2C(=NC=C1)N(N=C2)CC